C(C1=CC=CC=C1)OC1CC2(CC(NC=3N2N=C(C3C(=O)N)C3=CC=C2C=CC(=NC2=C3)C3=CC=CC=C3)=O)C1 3-(Benzyloxy)-5'-oxo-2'-(2-phenylquinolin-7-yl)-5',6'-dihydro-4'H-spiro[cyclobutane-1,7'-pyrazolo[1,5-a]pyrimidine]-3'-carboxamide